(R)-1-(3-(3-methyl-1H-pyrazol-5-yl)-5-(3-methylmorpholino)isothiazolo[4,5-b]pyridin-7-yl)cyclohexane-1-carbonitrile CC1=NNC(=C1)C1=NSC=2C1=NC(=CC2C2(CCCCC2)C#N)N2[C@@H](COCC2)C